NCC1=NNC(C2=CC=C(C=C12)C1=CC(=NN1C)C(F)(F)F)=O 4-(aminomethyl)-6-(1-methyl-3-(trifluoro-methyl)-1H-pyrazol-5-yl)phthalazin-1(2H)-one